7-cyclopropyl-5-oxo-4,5-dihydrothieno[3,2-b]pyridine-3-carboxylic acid methyl ester COC(=O)C1=CSC2=C1NC(C=C2C2CC2)=O